3-[6-(2-chloro-4-methylsulfonyl-phenyl)-3-pyridinyl]Azetidine-1-carboxylic acid tert-butyl ester C(C)(C)(C)OC(=O)N1CC(C1)C=1C=NC(=CC1)C1=C(C=C(C=C1)S(=O)(=O)C)Cl